(S)-2-((6-((4-cyano-2-fluorobenzyl)oxy)-2'-oxo-[2,4'-bipyridyl]-1'(2'H)-yl)methyl)-3-(oxetan-2-ylmethyl)-3H-imidazo[4,5-b]pyridine-5-carboxylic acid C(#N)C1=CC(=C(COC2=CC=CC(=N2)C2=CC(N(C=C2)CC2=NC=3C(=NC(=CC3)C(=O)O)N2C[C@H]2OCC2)=O)C=C1)F